tert-butyl (3S,4R)-4-({5-chloro-7-isopropylimidazo[4,3-f][1,2,4]triazin-2-yl}amino)-3-fluoropiperidine-1-carboxylate ClC=1N=C(N2N=C(N=CC21)N[C@H]2[C@H](CN(CC2)C(=O)OC(C)(C)C)F)C(C)C